2-(Pyrrolidin-1-yl)ethyl (1-hydroxy-7-methyl-1,3-dihydrobenzo[c][1,2]oxaborole-6-carbonyl)-L-valinate OB1OCC2=C1C(=C(C=C2)C(=O)N[C@@H](C(C)C)C(=O)OCCN2CCCC2)C